[Ni+2].C1(=CC=CC=C1)P(CCCP(C1=CC=CC=C1)C1=CC=CC=C1)C1=CC=CC=C1 [1,3-bis(diphenylphosphino)propane] nickel (II)